C(=O)(O)C1CC=2C(=NC=CC2)N1 2-carboxy-2,3-dihydro-1H-pyrrolo[2,3-b]pyridine